3,5,5-trimethyl-hexyl n-undecyl ether C(CCCCCCCCCC)OCCC(CC(C)(C)C)C